CC(C)(C)[Si](OC[C@H](NC(=O)OCC1C2=CC=CC=C2C=2C=CC=CC12)C(=O)O)(C)C O-[(1,1-dimethylethyl)dimethylsilyl]-N-[(9H-fluoren-9-ylmethoxy)carbonyl]-L-serine